N-(2-(5,7-difluoro-1H-indazol-3-yl)ethyl)-N-methylpropan-2-amine FC=1C=C2C(=NNC2=C(C1)F)CCN(C(C)C)C